2-((6-(1H-pyrazol-1-yl)pyrimidin-4-yl)amino)-4-((2-(methylsulfonyl)ethyl)(4-(5,6,7,8-tetrahydro-1,8-naphthyridin-2-yl)butyl)amino)butanoic acid N1(N=CC=C1)C1=CC(=NC=N1)NC(C(=O)O)CCN(CCCCC1=NC=2NCCCC2C=C1)CCS(=O)(=O)C